3-(2-Fluoro-5-hydroxy-4-nitrophenyl)-1-methyl-6-(trifluoromethyl)pyrimidine-2,4(1H,3H)-dione FC1=C(C=C(C(=C1)[N+](=O)[O-])O)N1C(N(C(=CC1=O)C(F)(F)F)C)=O